5,5-dihydroxy-9-{1-[(1H-1,2,4-triazol-3-yl)methyl]azetidin-3-yl}oxy-5-boranuidatricyclo[5.4.0.02,4]undeca-1(11),7,9-triene-8-carboxylic acid O[B-]1(C2CC2C2=CC=C(C(=C2C1)C(=O)O)OC1CN(C1)CC1=NNC=N1)O